5-((2,3-dihydro-[1,4]dioxino[2,3-b]pyridin-7-yl)sulfonyl)-3,4,5,6-tetrahydropyrrolo[3,4-c]pyrrol O1CCOC2=NC=C(C=C21)S(=O)(=O)N2CC1=C(C2)CN=C1